[5-[4-[6-chloro-5-[cyclopropyl(ethyl)carbamoyl]-3-pyridyl]pyrazol-1-yl]-1-methyl-4-(trifluoromethyl)pyrazol-3-yl]1,1,1,2,3,3,3-heptafluoropropane-2-sulfonate ClC1=C(C=C(C=N1)C=1C=NN(C1)C1=C(C(=NN1C)OS(=O)(=O)C(C(F)(F)F)(C(F)(F)F)F)C(F)(F)F)C(N(CC)C1CC1)=O